[Si]([O-])([O-])([O-])Cl chloro-silicate